6,6,9-trimethyl-3-pentyl-2-(pyridin-3-yl)-6H-benzo[c]chromen-1-ol CC1(OC=2C=C(C(=C(C2C2=C1C=CC(=C2)C)O)C=2C=NC=CC2)CCCCC)C